trimethylsilyl-oxirane C[Si](C)(C)C1OC1